C(C)OC(=O)N1C[C@@H](CC1)N1N=C(C2=CC(=CC=C12)Br)COC1=C(C(=CC=C1)C)CC(=O)OCC (R)-3-(5-bromo-3-((2-(2-ethoxy-2-oxoethyl)-3-methylphenoxy)methyl)-1H-indazol-1-yl)pyrrolidine-1-carboxylic acid ethyl ester